lithium 1-[(3R)-3-[3-(trifluoromethyl) phenoxy] pyrrolidin-1-yl] cyclohexane-1-carboxylate C1(CCCCC1)C(=O)ON1C[C@@H](CC1)OC1=CC(=CC=C1)C(F)(F)F.[Li]